1-(3,4-dihydroxyphenyl)-2-propen-1-ol OC=1C=C(C=CC1O)C(C=C)O